(2-(6-aminohex-1-yn-1-yl)-5-(piperazin-1-yl)phenyl)methanol NCCCCC#CC1=C(C=C(C=C1)N1CCNCC1)CO